C1(CC1)CCN1C(C2=C(C(=C1)C=1C=C(C(=O)N(C)C)C=CC1OC)C=C(N2)C)=O 3-[6-(2-cyclopropylethyl)-2-methyl-7-oxo-1H-pyrrolo[2,3-c]pyridin-4-yl]-4-methoxy-N,N-dimethyl-benzamide